4-[(6-chloro-4-oxo-3-phenyl-3,4-dihydroquinazolin-2-yl)amino]benzonitrile ClC=1C=C2C(N(C(=NC2=CC1)NC1=CC=C(C#N)C=C1)C1=CC=CC=C1)=O